ethyl 2-[2-(1-acetyl-3,6-dihydro-2H-pyridin-4-yl)-5-ethyl-7-oxo-6-(piperazin-1-yl)-[1,2,4]triazolo[1,5-a]pyrimidin-4-yl]acetate hydrochloride Cl.C(C)(=O)N1CCC(=CC1)C1=NN2C(N(C(=C(C2=O)N2CCNCC2)CC)CC(=O)OCC)=N1